seryl-pyrrole 4-methyl-1,2-phenylenedibenzoate CC1=CC(=C(C=C1)C1=C(C(=O)O)C=CC=C1)C1=C(C(=O)O)C=CC=C1.N[C@@H](CO)C(=O)C=1NC=CC1